OC=1C(=NC=C(C1C)C1=CN=C(S1)C1=CC=CC=C1)C(=O)OCC ethyl (3-hydroxy-4-methyl-5-(2-phenylthiazol-5-yl) picolinate)